N1(CCCCC1)NC(=O)C1=NN(C(=C1C)C1=CC=C(C=C1)C#CCCC#N)C1=C(C=C(C=C1)Cl)Cl 5-[4-(4-Cyano-but-1-ynyl)-phenyl]-1-(2,4-dichloro-phenyl)-4-methyl-1H-pyrazole-3-carboxylic acid piperidin-1-ylamide